1-(4-((2-aminophenyl)ethynyl)phenyl)ethan-1-one 5-(((2-((tert-butoxycarbonyl)(methyl)amino)ethyl)(methyl)amino)methyl-2-oxoindolin-4-yl)piperidine-1-carboxylate C(C)(C)(C)OC(=O)N(CCN(C)CN1C(CC2=C(C=CC=C12)C1CCCN(C1)C(=O)O)=O)C.NC1=C(C=CC=C1)C#CC1=CC=C(C=C1)C(C)=O